FCCNC(=O)C1=CC2=C(N(C(=N2)NC=2SC3=C(N2)C=CC(=C3)C(F)(F)F)C)C=C1 1-Methyl-2-(6-trifluoromethyl-benzothiazol-2-ylamino)-1H-benzoimidazole-5-carboxylic acid (2-fluoro-ethyl)-amide